ClC1=CC(=C(C=C1)/C=C/C(=O)N1N(CCC[C@H]1C(N[C@H](C(=O)OC)C[C@H]1C(NCC1)=O)=O)C(=O)OCC1=CC=CC=C1)F Benzyl (3S)-2-[(E)-3-(4-chloro-2-fluoro-phenyl) prop-2-enoyl]-3-[[(1S)-2-methoxy-2-oxo-1-[[(3S)-2-oxopyrrolidin-3-yl] methyl] ethyl] carbamoyl]hexahydropyridazine-1-carboxylate